BrC1=C(SC=2N=CN=C(C21)O[C@@H](C(=O)OCC)CC2=C(C=CC(=C2)CO[Si](C)(C)C(C)(C)C)OCC2=NC(=NC=C2)C2=C(C=CC=C2)OC)C2=CC=C(C=C2)F (R)-ethyl 2-((5-bromo-6-(4-fluorophenyl)thieno[2,3-d]pyrimidin-4-yl)oxy)-3-(5-(((tert-butyldimethylsilyl)oxy)methyl)-2-((2-(2-methoxyphenyl)pyrimidin-4-yl)methoxy)phenyl)propanoate